1-ethoxymethyl-4-(1-methylethyl)benzene C(C)OCC1=CC=C(C=C1)C(C)C